2-(4-iodo-2-methylphenyl)acetic acid IC1=CC(=C(C=C1)CC(=O)O)C